(2R,4R)-1-((S)-2-(5-bromopentanamido)-3,3-dimethylbutanoyl)-4-hydroxy-N-(4-(4-methylthiazol-5-yl)benzyl)pyrrolidin-2-carboxamide BrCCCCC(=O)N[C@H](C(=O)N1[C@H](C[C@H](C1)O)C(=O)NCC1=CC=C(C=C1)C1=C(N=CS1)C)C(C)(C)C